CC(C(=O)OC(C)OC(=O)ON1C(CCC1=O)=O)(C)C 1-(2,5-dioxopyrrolidin-1-yl)oxycarbonyloxyethyl 2,2-dimethylpropanoate